Trans-4-((tert-butyldiphenylsilyl)oxy)tetrahydrofuran-3-ol [Si](C1=CC=CC=C1)(C1=CC=CC=C1)(C(C)(C)C)O[C@H]1[C@@H](COC1)O